3-phenylinden C1(=CC=CC=C1)C1=CCC2=CC=CC=C12